N-(6-(1H-indazol-7-yl)pyridazin-3-yl)-1-cyano-3-fluoropiperidine-3-carboxamide N1N=CC2=CC=CC(=C12)C1=CC=C(N=N1)NC(=O)C1(CN(CCC1)C#N)F